NC=1C=C(C=CC1)CC#N 2-(3-aminophenyl)acetonitrile